2,2,2-trifluoroacetic acid compound with 2-(4-(4-((2,6-dioxopiperidin-3-yl)oxy)phenyl)piperazin-1-yl)acetic acid O=C1NC(CCC1OC1=CC=C(C=C1)N1CCN(CC1)CC(=O)O)=O.FC(C(=O)O)(F)F